CC=1OC2=C(C1C(=O)O)C=C(C=C2)OCC2=C(N=CS2)C 2-methyl-5-((4-methylthiazol-5-yl)methoxy)benzofuran-3-carboxylic acid